N1(CCOCC1)C(=O)N1CCN(CC1)CCNC=C1C(CC(CC1=O)C1=CC=C(C=C1)C)=O 2-(((2-(4-(morpholine-4-carbonyl)piperazin-1-yl)ethyl)amino)methylene)-5-(p-tolyl)cyclohexane-1,3-dione